isopropyl ((S)-(((2S,3S,4R,5R)-5-(2,4-dioxo-3,4-dihydropyrimidin-1(2H)-yl)-2-fluoro-3,4-dihydroxytetrahydrofuran-2-yl)methoxy)(phenoxy)phosphoryl)-L-alaninat O=C1N(C=CC(N1)=O)[C@H]1[C@@H]([C@@H]([C@@](O1)(F)CO[P@](=O)(OC1=CC=CC=C1)N[C@@H](C)C(=O)OC(C)C)O)O